3,7-dimethyl-1H-purine-2,6-dione CN1C(NC(C=2N(C=NC12)C)=O)=O